[Br-].C(#C)C1N(C=CC=C1)CC#C 2-ethynyl-N-propargyl-pyridine bromide